thallium oxyhydroxide O(O)O.[Tl]